16-Triacontenoic acid C(CCCCCCCCCCCCCCC=CCCCCCCCCCCCCC)(=O)O